OC1(CC(C1)C(=O)N1CC2(C1)CC(C2)OC2=C(C=CC=C2)C)C ((1s,3s)-3-Hydroxy-3-methylcyclobutyl)(6-(o-tolyloxy)-2-azaspiro[3.3]heptan-2-yl)methanon